1-(3-(4-fluorophenyl)-7-methyl-2-(2-methylpyridin-4-yl)quinolin-5-yl)ethan-1-ol FC1=CC=C(C=C1)C=1C(=NC2=CC(=CC(=C2C1)C(C)O)C)C1=CC(=NC=C1)C